7-(4-fluoro-2-methyl-1H-indol-5-yl)-2,3-dimethoxy-8-oxopyrido[3,4-b]pyridine-5-carbonitrile FC1=C2C=C(NC2=CC=C1N1C(C2=NC(=C(C=C2C(=C1)C#N)OC)OC)=O)C